CC1C(C1)C=1C=NC=2N(C1)C=C(N2)C(=O)O 6-(2-methylcyclopropyl)imidazo[1,2-a]pyrimidine-2-carboxylic acid